COC=1C=C2C(=NC=NC2=CC1OC)OC12CC(C1)(C2)N2C(N(CC2=O)C2=CC(=CC=C2)C(F)(F)F)=O 3-{3-[(6,7-dimethoxy-4-quinazolinyl)oxy]bicyclo[1.1.1]pent-1-yl}-1-[3-(trifluoromethyl)phenyl]-2,4-imidazolidinedione